(S)-4-((1-methoxy-1-oxo-9-(5,6,7,8-tetrahydro-1,8-naphthyridin-2-yl)nonan-2-yl)carbamoyl)-4-(trifluoromethyl)piperidine-1-carboxylic acid tert-butyl ester C(C)(C)(C)OC(=O)N1CCC(CC1)(C(F)(F)F)C(N[C@H](C(=O)OC)CCCCCCCC1=NC=2NCCCC2C=C1)=O